1-(7-cyano-5-isopropoxybenzo[b]thiophen-2-yl)-1H-pyrazole-4-carboxylic acid ethyl ester C(C)OC(=O)C=1C=NN(C1)C1=CC2=C(S1)C(=CC(=C2)OC(C)C)C#N